C1(=CC=CC=C1)S(=O)(=O)/C=C/CNC(=O)C=1C(NC=2CCN(CC2C1)C(=O)OC1CCC2(COC2)CC1)=O 2-oxaspiro[3.5]nonan-7-yl 3-{[(2E)-3-(benzenesulfonyl)prop-2-en-1-yl]carbamoyl}-2-oxo-1,2,5,6,7,8-hexahydro-1,6-naphthyridine-6-carboxylate